6-[3-(2-chloro-6-fluoro-anilino)-7,8-dihydro-5H-1,6-naphthyridin-6-yl]-5-methyl-pyridine-3-carbonitrile ClC1=C(NC=2C=NC=3CCN(CC3C2)C2=C(C=C(C=N2)C#N)C)C(=CC=C1)F